2-Cyano-5-bromopyrimidine C(#N)C1=NC=C(C=N1)Br